N-[2-(2-methoxyphenoxy)ethyl]-4-[(quinolin-4-yl)amino]benzamide COC1=C(OCCNC(C2=CC=C(C=C2)NC2=CC=NC3=CC=CC=C23)=O)C=CC=C1